6-((2R,3S)-3-hydroxy-2-methylpyrrolidin-1-yl)-N-(6-(o-tolyl)-5-(trifluoromethyl)pyridin-2-yl)pyridine-2-sulfonamide O[C@@H]1[C@H](N(CC1)C1=CC=CC(=N1)S(=O)(=O)NC1=NC(=C(C=C1)C(F)(F)F)C1=C(C=CC=C1)C)C